2,2,3,3,5,5,6,6-octafluoro-4-(2,3,3-trifluoroprop-1-enyl)morpholine FC1(C(N(C(C(O1)(F)F)(F)F)C=C(C(F)F)F)(F)F)F